methyl 2-(tert-butoxycarbonylamino)-2-pyrazin-2-yl-acetate C(C)(C)(C)OC(=O)NC(C(=O)OC)C1=NC=CN=C1